FC1=C(C=C(C=C1)C1=CC(=NO1)CN1C=NC=C(C1=O)C)O 3-((5-(4-fluoro-3-hydroxyphenyl)isoxazol-3-yl)methyl)-5-methyl-pyrimidin-4(3H)-one